COC1=CC=C(C=C1)C=1C2=CC=CC=C2C(=C2C=CC=CC12)C1=CC=C(C=C1)OC 9,10-bis(4-methoxyphenyl)anthracene